[Si](C1=CC=CC=C1)(C1=CC=CC=C1)(C(C)(C)C)OC[C@@H]1CO[C@@H](CN1C(=O)OC(C)(C)C)C(NC(C)(C)C1=NC=C(C=C1Cl)Cl)=O tert-butyl (2S,5S)-5-(((tert-butyldiphenylsilyl)oxy)methyl)-2-((2-(3,5-di-chloropyridin-2-yl)propan-2-yl)carbamoyl)morpholine-4-carboxylate